C(#N)/C(/C(=O)NC=1C=C(C(=O)OC)C=CC1)=C(\C=1C=NOC1C)/O methyl 3-[[(Z)-2-cyano-3-hydroxy-3-(5-methylisoxazol-4-yl) prop-2-enoyl]amino]benzoate